C(C)(C)(C)OC(=O)NC1(CN(CCC1)C(=O)OCC1=CC=CC=C1)/C(=N/O)/Cl benzyl (Z)-3-((tert-butoxycarbonyl)amino)-3-(chloro(hydroxyimino) methyl)piperidine-1-carboxylate